C(C1=CC=CC=C1)OC=1C=CC2=C(C1)C1(COC1)OC1=CC(=CC=C21)O 8-(benzyloxy)spiro[benzo[C]chromen-6,3'-oxetan]-3-ol